2-((3-bromo-2-chlorobenzyl)oxy)-4,6-dimethoxypyrimidine-5-formaldehyde BrC=1C(=C(COC2=NC(=C(C(=N2)OC)C=O)OC)C=CC1)Cl